(2-chloro-1-(2,2,2-trifluoroethyl)-1H-indol-4-yl)((3S,4R)-3-fluoro-1-methylpiperidin-4-yl)phosphoramidic dichloride ClC=1N(C2=CC=CC(=C2C1)N(P(=O)(Cl)Cl)[C@H]1[C@H](CN(CC1)C)F)CC(F)(F)F